N1=NN(C2=NC=CC=C21)C2=CC(=C(C(=O)N(C1=NC=CC3=CC=C(C=C13)C=1C=NC=CC1)[C@H]1CNCCC1)C=C2)F (R)-4-(3H-[1,2,3]triazolo[4,5-b]pyridin-3-yl)-2-fluoro-N-(piperidin-3-yl)-N-(7-(pyridin-3-yl)isoquinolin-1-yl)benzamide